(3S,6S,7R)-12-(benzyloxy)-N-(2,4-difluorobenzyl)-6-hydroxy-3,6-dimethyl-1,11-dioxo-1,4,5,6,7,11-hexahydro-3H-2,7-methanopyrido[1,2-a][1,4]diazonine-10-carboxamide C(C1=CC=CC=C1)OC=1C(C(=CN2C1C(N1[C@H](CC[C@]([C@H]2C1)(C)O)C)=O)C(=O)NCC1=C(C=C(C=C1)F)F)=O